O[C@H]1[C@@H](CNC1)C=1C=C(C(=O)OCC)C=CC1C ethyl 3-((3R,4S)-4-hydroxypyrrolidin-3-yl)-4-methylbenzoate